2-(bis(3-chloro-4-fluorophenyl)methyl)-N,N-dimethyl-1H-imidazole-5-sulfonamide ClC=1C=C(C=CC1F)C(C=1NC(=CN1)S(=O)(=O)N(C)C)C1=CC(=C(C=C1)F)Cl